NC1=C2C(=NC=N1)N(N=C2C2=CC=C(C=C2)OC2=CC=CC=C2)C2=CC=C(C=C2)N2CCN(CC2)C(=O)OC(C)(C)C tert-butyl 4-(4-(4-amino-3-(4-phenoxyphenyl)-1H-pyrazolo[3,4-d]pyrimidin-1-yl)phenyl)piperazine-1-carboxylate